Sodium 2-(4-bromo-2-cyclopropylphenoxy)-3-ethoxypropanoate BrC1=CC(=C(OC(C(=O)[O-])COCC)C=C1)C1CC1.[Na+]